Cl.C(=O)=CC[PH+](CC=C=O)CC=C=O tri(2-carbonylethyl)phosphonium hydrochloride